1-(4-isopropoxy-3-methylphenyl)ethanone C(C)(C)OC1=C(C=C(C=C1)C(C)=O)C